9-fluoro-4-phenethyl-1-thioxo-2,4-dihydro-[1,2,4]triazolo[4,3-a]quinazolin-5(1H)-one FC=1C=CC=C2C(N(C=3N(C12)C(NN3)=S)CCC3=CC=CC=C3)=O